1-(4-ethylpyrimidin-2-yl)piperidin C(C)C1=NC(=NC=C1)N1CCCCC1